1,2,4,5-cyclohexanetetracarboxylic acid-1,2:4,5-dianhydride C12C(CC3C(C1)C(=O)OC3=O)C(=O)OC2=O